NC1=NC=CC=C1S(=O)(=O)NC(=O)C=1C(=NC(=CC1)C1=C(C=CC(=C1)C)O)N1C(C[C@@H](C1)C)(C)C N-[(2-Amino-3-pyridyl)sulfonyl]-6-(2-hydroxy-5-methylphenyl)-2-[(4S)-2,2,4-trimethylpyrrolidin-1-yl]pyridin-3-carboxamid